C(#N)C=1C=C(C=CC1F)NC(N(C)[C@H](C)C1=CNC(C2=CC(=C(C=C12)F)F)=O)=O |r| racemic-3-(3-cyano-4-fluorophenyl)-1-(1-(6,7-difluoro-1-oxo-1,2-dihydroisoquinolin-4-yl)ethyl)-1-methylurea